(1R,5S,6r)-tert-butyl 6-((4-((3-chloro-4-(pyridin-2-ylmethoxy)phenyl)amino)-6-nitroquinazolin-7-yl)ethynyl)-3-azabicyclo[3.1.0]hexane-3-carboxylate ClC=1C=C(C=CC1OCC1=NC=CC=C1)NC1=NC=NC2=CC(=C(C=C12)[N+](=O)[O-])C#CC1[C@@H]2CN(C[C@H]12)C(=O)OC(C)(C)C